1-(Oxazol-3-yl)pyrazol-4-amine O1CN(C=C1)N1N=CC(=C1)N